N1N=C(C2=C1CC1C2C1)C(=O)[O-] 3b,4,4a,5-tetrahydro-1H-cyclopropa[3,4]cyclopenta[1,2-c]pyrazole-3-carboxylate